C1=CC=2OS(OC3=C(C2C=2C=CC=CC12)C1=CC=CC=C1C=C3)(=O)=O Dinaphtho[2,1-d:1',2'-f][1,3,2]dioxathiepine 4,4-dioxide